4-[methyl-(2-phenylethyl)amino]butan-1-ol CN(CCCCO)CCC1=CC=CC=C1